5-Acetyl-1,4-dimethyl-3-phenyl-1H-pyrrol C(C)(=O)C1=C(C(=CN1C)C1=CC=CC=C1)C